3-(((R)-7-((2S,4R)-2-(2,5-difluorophenyl)-4-(ethylamino)piperidine-1-carbonyl)-7-azaspiro[4.5]dec-10-yl)methyl)-6-phenylpyrimidin-4(3H)-one FC1=C(C=C(C=C1)F)[C@H]1N(CC[C@H](C1)NCC)C(=O)N1CC2(CCCC2)[C@@H](CC1)CN1C=NC(=CC1=O)C1=CC=CC=C1